C1CC(CCC1N2CCOCC2)O (1r,4r)-4-morpholinocyclohexan-1-ol